C(C1=CC=CC=C1)OC1=C(C=CC=C1)\C=C/C[C@@H](C(=O)NC)NC(OC(C)(C)C)=O tert-butyl (S,Z)-(5-(2-(benzyloxy)phenyl)-1-(methylamino)-1-oxopent-4-en-2-yl)carbamate